ClC=1C=2N(C=C(N1)C=1C=C(C=CC1)[C@@H](C)N(C(=O)NCC(C(F)(F)F)N(C)CCO)CC)C=CN2 1-((R)-1-(3-(8-chloroimidazo[1,2-a]pyrazin-6-yl)phenyl)ethyl)-1-ethyl-3-(3,3,3-trifluoro-2-((2-hydroxyethyl)(methyl)amino)propyl)urea